C(C)(C)(C)C1=NN=C(O1)C(=O)N[C@@H]1C2=C(CN(CC1)C[C@H](C)O)C=C(C=C2)C2=NC(=NC=C2)NC=2C=NN(C2)C 5-(tert-butyl)-N-((S)-2-((S)-2-hydroxypropyl)-8-(2-((1-methyl-1H-pyrazol-4-yl)amino)pyrimidin-4-yl)-2,3,4,5-tetrahydro-1H-benzo[c]azepin-5-yl)-1,3,4-oxadiazole-2-carboxamide